6-bromo-2-methoxy-1H-benzo[d]Imidazole BrC=1C=CC2=C(NC(=N2)OC)C1